2-(1H-benzo[d]imidazol-4-yl)-hexahydropyrrolo[1,2-a]pyrazin-6(2H)-one N1C=NC2=C1C=CC=C2N2CC1N(CC2)C(CC1)=O